C1(CCCCC1)C(C(F)(F)F)C(F)(F)F cyclohexyl-hexafluoropropane